1'-Methyl-2-phenylspiro[indole-3,3'-indolin]-2'-one CN1C(C2(C3=CC=CC=C13)C(=NC1=CC=CC=C12)C1=CC=CC=C1)=O